tert-butyl (3R,4S)-3-((2-(1,3-dioxolan-2-yl)-3-(2,2,2-trifluoroethyl)benzo[b]thiophen-7-yl)amino)-4-fluoropyrrolidine-1-carboxylate O1C(OCC1)C1=C(C2=C(S1)C(=CC=C2)N[C@@H]2CN(C[C@@H]2F)C(=O)OC(C)(C)C)CC(F)(F)F